CC1=CN=C(N=N1)C1(CC(CC1)N)N (6-methyl-1,2,4-triazin-3-yl)cyclopentane-1,3-diamine